BrC=1C=C2C=C(C(NC2=NC1)=O)C(=O)N[C@H](C)C1=CC=C(C=C1)F 6-bromo-N-[(1R)-1-(4-fluorophenyl)ethyl]-2-oxo-1H-1,8-naphthyridine-3-carboxamide